6-((4-(cyclopentylamino)-5-methylpyrimidin-2-yl)amino)-8-methyl-3,4-dihydro-1H-benzo[c][1,2]oxaborinin-1-ol C1(CCCC1)NC1=NC(=NC=C1C)NC1=CC2=C(B(OCC2)O)C(=C1)C